[Li]C1=CC=C(C2=NC3=CC=CC=C3N=C12)N lithiophenazine-4-amine